2-((3-bromo-1H-pyrazol-1-yl)methyl)thiazole BrC1=NN(C=C1)CC=1SC=CN1